(R)-3-(1-acryloylpiperidin-3-yl)-7-amino-1-(4-(2,6-difluorophenoxy)phenyl)-1,5-dihydro-4H-pyrazolo[3,4-d]pyridazin-4-one C(C=C)(=O)N1C[C@@H](CCC1)C1=NN(C=2C(=NNC(C21)=O)N)C2=CC=C(C=C2)OC2=C(C=CC=C2F)F